OCCS(=O)(=O)NC=1SC=C(N1)C(=O)O 2-(2-hydroxyethylsulfonylamino)thiazole-4-carboxylic acid